2-(4-((1R,5S)-3,8-diazabicyclo[3.2.1]octan-3-yl)-6-chloro-8-fluoro-2-((tetrahydro-1H-pyrrolizin-7a(5H)-yl)methoxy)quinazolin-7-yl)-3-fluorophenol [C@H]12CN(C[C@H](CC1)N2)C2=NC(=NC1=C(C(=C(C=C21)Cl)C2=C(C=CC=C2F)O)F)OCC21CCCN1CCC2